2,3-Difluoro-N-(2-(piperidin-1-yl)-4-((4-(trifluoromethyl)benzyl)amino)phenyl)heptanamid FC(C(=O)NC1=C(C=C(C=C1)NCC1=CC=C(C=C1)C(F)(F)F)N1CCCCC1)C(CCCC)F